4-(1-cyclohexyl-4-(4-fluorophenyl)-1H-imidazol-5-yl)-1H-pyrrolo[2,3-b]Pyridine C1(CCCCC1)N1C=NC(=C1C1=C2C(=NC=C1)NC=C2)C2=CC=C(C=C2)F